CC(CC(=O)[O-])O.[Na+] DL-3-hydroxybutyric acid sodium salt